5-(2,4-dimethyl-5-((2,2,2-trifluoroethyl)thio)phenyl)-2-(pyridin-3-yl)-2,5-dihydro-4H-pyrazolo[3,4-d]pyrimidin-4-one CC1=C(C=C(C(=C1)C)SCC(F)(F)F)N1C=NC=2C(C1=O)=CN(N2)C=2C=NC=CC2